NC=1SC(=C(N1)CCC(C)C)C1=CC=C(C=C1)N1C(C=CC=C1)=O 1-(4-(2-amino-4-isopentylthiazol-5-yl)phenyl)pyridin-2(1H)-one